Prop-2-en-1-yl 7-chloro-8-cyano-5-[(cyanomethyl)amino]-1,2,3,4-tetrahydro-2,6-naphthyridine-2-carboxylate ClC1=NC(=C2CCN(CC2=C1C#N)C(=O)OCC=C)NCC#N